2,2'-((1H-indol-2,3-diyl)bis(sulfanediyl))bis(N-(3,4-dichlorophenyl)acetamide) N1C(=C(C2=CC=CC=C12)SCC(=O)NC1=CC(=C(C=C1)Cl)Cl)SCC(=O)NC1=CC(=C(C=C1)Cl)Cl